2-(1-methyl-1H-pyrazol-5-yl)-5-(7-methylpyrido[2,3-b]pyrazin-6-yl)-4,5,6,7-tetrahydrothiazolo[5,4-c]pyridine CN1N=CC=C1C=1SC=2CN(CCC2N1)C=1C(=CC=2C(=NC=CN2)N1)C